ClC=1C=C2C(=CN=C(C2=CN1)OCC(F)(F)F)[C@@](C)(O)C1CC1 (S)-1-(6-Chloro-1-(2,2,2-trifluoroethoxy)-2,7-naphthyridin-4-yl)-1-cyclopropylethan-1-ol